BrC=1C(=CC=2N(C1)C(=CN2)I)OC2=C(C=C(C=C2)F)F 6-bromo-7-(2,4-difluorophenoxy)-3-iodoimidazo[1,2-a]pyridine